C(CCC)C1C(C(CCC1)C(=O)O)C(=O)O 3-n-butylcyclohexane-1,2-dicarboxylic acid